Tert-butyl N-[4-[4-[[1-[1-[1-[(4-methoxyphenyl)methyl]-2,6-dioxo-3-piperidyl]-3-methyl-2-oxo-benzimidazol-4-yl]azetidin-3-yl]methyl]piperazin-1-yl]cyclohexyl]carbamate COC1=CC=C(C=C1)CN1C(C(CCC1=O)N1C(N(C2=C1C=CC=C2N2CC(C2)CN2CCN(CC2)C2CCC(CC2)NC(OC(C)(C)C)=O)C)=O)=O